C(C)OC=1C=C(C=C(C1OCC)SC)CCN 2-(3,4-diethoxy-5-methylsulfanyl-phenyl)ethylamine